t-butyl (2-oxoethyl)carbamate O=CCNC(OC(C)(C)C)=O